ClC1=NC=C(C(=O)NCC=2N=NN(C2)C2=NC=C(C=N2)F)C=C1 6-chloro-N-((1-(5-fluoropyrimidin-2-yl)-1H-1,2,3-triazol-4-yl)methyl)nicotinamide